rac-N-((4R,5R)-7-ethyl-4-(4-fluorophenyl)-6-oxo-3-((E)-(5-oxopyrrolidin-2-ylidene)methyl)-1-phenyl-4,5,6,7-tetrahydro-1H-pyrazolo[3,4-b]pyridin-5-yl)-3-(trifluoromethyl)benzamide C(C)N1C2=C([C@H]([C@H](C1=O)NC(C1=CC(=CC=C1)C(F)(F)F)=O)C1=CC=C(C=C1)F)C(=NN2C2=CC=CC=C2)/C=C\2/NC(CC2)=O |r|